C(CCCCCCCCC)(=O)OOC(CCCCCCCCC)=O di-decanoyl peroxide